OC1=C(C=C(C=C1C(C)(C)C)C(C)(C)C)N1N=C2C(=N1)C=CC=C2 2-(2'-hydroxy-3',5'-di(t-butyl)phenyl)benzotriazole